C(C)(C)(C1=CC=CC=C1)N cumylamine